Anti-linoleic acid C(CCCCCCC\C=C/C\C=C/CCCCC)(=O)O